C(C)OC(=O)C=1OC2=C(C1C)C=C(C=C2)S(N(CCC2=CC=CC=C2)CC2=C(C=CC=C2)[N+](=O)[O-])(=O)=O 3-Methyl-5-(N-(2-nitrobenzyl)-N-phenethylsulfamoyl)benzofuran-2-carboxylic acid ethyl ester